(4'-bromo-2'-chloro-[1,1'-biphenyl]-4-yl)dimethylphosphine oxide BrC1=CC(=C(C=C1)C1=CC=C(C=C1)P(C)(C)=O)Cl